ClC1=C(C#N)C=CC(=C1)N1CC2(CC1)CCN(CC2)C(C2=CC=C(C=C2)N2CCN(CC2)CC2(CCN(CC2)C=2C=C1C(N(C(C1=CC2)=O)C2C(NC(CC2)=O)=O)=O)F)=O 2-chloro-4-(8-(4-(4-((1-(2-(2,6-dioxopiperidin-3-yl)-1,3-dioxoisoindolin-5-yl)-4-fluoropiperidin-4-yl)methyl)piperazin-1-yl)benzoyl)-2,8-diazaspiro[4.5]decan-2-yl)benzonitrile